C(C)NC1=NC(=CC(=C1)C1=C(C=CC=C1)C1=NN=CN1C)C=1OC2=C(N1)C=CC=C2C(F)(F)F N-ethyl-4-(2-(4-methyl-4H-1,2,4-triazol-3-yl)phenyl)-6-(7-(trifluoromethyl)benzo[d]oxazol-2-yl)pyridin-2-amine